(S)-2-amino-N-(2-((4-bromo-2,5-dimethoxyphenethyl)amino)-2-oxoethyl)-N-methyl-3-phenylpropanamide Hydrochloride Cl.N[C@H](C(=O)N(C)CC(=O)NCCC1=C(C=C(C(=C1)OC)Br)OC)CC1=CC=CC=C1